1-(5-(benzyloxy)-2-bromo-4-methoxyphenyl)ethan-1-one C(C1=CC=CC=C1)OC=1C(=CC(=C(C1)C(C)=O)Br)OC